3-[(4-methylsulfonylphenyl)methoxy]azetidine CS(=O)(=O)C1=CC=C(C=C1)COC1CNC1